C(C)OC1=NC=CC=C1C1=NC(=C(C=C1)OC1CC2(CN(C2)C(=O)C2C(CC2)C2=CC=C(C=C2)F)C1)C(=O)N[C@H]1CN(CC1)C 2'-ethoxy-5-({2-[2-(4-fluorophenyl)cyclobutane-1-carbonyl]-2-azaspiro[3.3]heptan-6-yl}oxy)-N-[(3R)-1-methylpyrrolidin-3-yl][2,3'-bipyridine]-6-carboxamide